ClC1=CC(=C(COC2=NSC=C2C2=CC(=C(CC3=NC4=C(N3CCOC)C=C(C=C4)C(=O)OC)C(=C2)F)F)C=C1)F Methyl 2-(4-(3-((4-chloro-2-fluorobenzyl) oxy) isothiazol-4-yl)-2,6-difluorobenzyl)-1-(2-methoxyethyl)-1H-benzo[d]imidazole-6-carboxylate